C1(C=CC(N1CC(=O)ON1C(CCC1=O)=O)=O)=O N-α-maleimido-acetoxysuccinimide